tert-butyl 4-[(2S)-2-({2-cyclopropyl-7-methylthieno[3,2-d]pyrimidin-4-yl} amino)propyl]piperazine-1-carboxylate C1(CC1)C=1N=C(C2=C(N1)C(=CS2)C)N[C@H](CN2CCN(CC2)C(=O)OC(C)(C)C)C